DIALLYL-AMMONIUM C(C=C)[NH2+]CC=C